(S)-1-[6-({4-[6-(m-cyanophenyl)-2-(isopropylamino)-4-pyrimidinyl]-1H-1,2,3-triazol-1-yl}methyl)-2-pyridinyl]-2-pyrrolidinecarboxylic acid C(#N)C=1C=C(C=CC1)C1=CC(=NC(=N1)NC(C)C)C=1N=NN(C1)CC1=CC=CC(=N1)N1[C@@H](CCC1)C(=O)O